C(C)C1=CC=C(C=C1)C=1OC(=C(N1)CSCC(=O)NCCC1=CC=CC=C1)C 2-[[[2-(4-ethylphenyl)-5-methyl-4-oxazolyl]methyl]thio]-N-(2-phenyl-ethyl)acetamide